diphenylsilyl-(2,3,4,5-tetramethyl-2,4-cyclopentadien-1-yl) chloride C1(=CC=CC=C1)[SiH](C1=CC=CC=C1)C1(C(=C(C(=C1C)C)C)C)Cl